4-(4-((1R,5S)-3,8-diazabicyclo-[3.2.1]octan-3-yl)-8-fluoro-2-((2-methylenetetrahydro-1H-pyrrolizin-7a(5H)-yl)methoxy)pyrido[4,3-d]-pyrimidin-7-yl)-5-ethynyl-1-fluoro-naphthalen-2-ol [C@H]12CN(C[C@H](CC1)N2)C=2C1=C(N=C(N2)OCC23CCCN3CC(C2)=C)C(=C(N=C1)C1=CC(=C(C2=CC=CC(=C12)C#C)F)O)F